[O-]CCCC.[Al+3].[O-]CCCC.[O-]CCCC Aluminum n-butoxide